N-nonyl-1-(thieno[2,3-d]pyrimidin-4-yl)piperidin-4-amine C(CCCCCCCC)NC1CCN(CC1)C=1C2=C(N=CN1)SC=C2